BrC1=C2C=CC=CC2=C(C2=CC=CC=C12)C=1C2=CC=C(N2)C(=C2C=CC(C(=C3C=CC(=C(C=4C=CC1N4)C=4C1=CC=CC=C1C(=C1C=CC=CC41)Br)N3)C=3C4=CC=CC=C4C(=C4C=CC=CC34)Br)=N2)C=2C3=CC=CC=C3C(=C3C=CC=CC23)Br 5,10,15,20-tetrakis(10-bromoanthracene-9-yl)porphyrin